4-oxo-1,4-dihydroQuinoline-3-carboxylic acid O=C1C(=CNC2=CC=CC=C12)C(=O)O